(S)-valine N[C@@H](C(C)C)C(=O)O